5-chloro-4-(cyclopentylmethoxy)-2-fluoro-N-((1-(2-fluorophenyl)-1H-pyrazol-4-yl)sulfonyl)benzamide ClC=1C(=CC(=C(C(=O)NS(=O)(=O)C=2C=NN(C2)C2=C(C=CC=C2)F)C1)F)OCC1CCCC1